C(C(C)C)[C@@H]1CC=C([C@H](C1)C)CCC=O trans-3-(4-isobutyl-6-methylcyclohex-1-en-1-yl)propanal